ClC1=C(C(=O)NCC2CCNCC2)C=CC(=C1)NC=1C=2N(C=CN1)C(=CN2)C2=C(C(=C(C=C2)OCC#N)F)F 2-chloro-4-[[3-[4-(cyanomethoxy)-2,3-difluorophenyl]imidazo[1,2-a]pyrazin-8-yl]amino]-N-(4-piperidylmethyl)benzamide